N1=CNC2=NC(=CC=C21)N2[C@H](CCC2)C=2C(=NC=C(C2)F)O (R)-3-(1-(3H-imidazo[4,5-b]pyridin-5-yl)pyrrolidin-2-yl)-5-fluoropyridin-2-ol